4-((R)-3-((cyclobutylmethyl)amino)piperidin-1-yl)-1-(1-(4-(5-methoxypyridin-3-yl)-1H-imidazol-1-yl)ethyl)pyridin-2(1H)-one C1(CCC1)CN[C@H]1CN(CCC1)C1=CC(N(C=C1)C(C)N1C=NC(=C1)C=1C=NC=C(C1)OC)=O